ClC=1C=C(C(=NC1)OC(F)F)N(NC(=O)OC(C)(C)C)C(=O)OC(C)(C)C di-tert-butyl 1-(5-chloro-2-(difluoromethoxy)pyridin-3-yl)hydrazine-1,2-dicarboxylate